3-methylbutanoyl n-butanoyl peroxide C(CCC)(=O)OOC(CC(C)C)=O